C(CC[C@@H](C(=O)O)NC(=O)C1=CC=C(NCC2CCC=3N=C(N)NC(=O)C3C2)C=C1)(=O)O 5,8-dideazatetrahydrofolic acid